Cl.FC=1C=C(C=CC1)NC1=CC(=CC(=N1)C(=O)NC1=CC(=C(C=C1)C)C)N 6-(3-Fluorophenylamino)-4-amino-N-(3,4-dimethylphenyl)pyridine-2-carboxamide hydrochloride